N-[(1S)-1-(dicyclopropylmethyl)-2-[[5-[5-ethyl-3-methyl-1-(2-trimethylsilylethoxymethyl)pyrazol-4-yl]-6-fluoro-2-pyridyl]amino]-2-oxo-ethyl]-3-isopropyl-triazole-4-carboxamide C1(CC1)C([C@@H](C(=O)NC1=NC(=C(C=C1)C=1C(=NN(C1CC)COCC[Si](C)(C)C)C)F)NC(=O)C=1N(N=NC1)C(C)C)C1CC1